5-fluoro-N-(4-methoxyphenyl)-2-(2-methyl-5-nitro-1H-benzimidazol-1-yl)pyrimidine FC=1C=NC(N(C1)C1=CC=C(C=C1)OC)N1C(=NC2=C1C=CC(=C2)[N+](=O)[O-])C